C(OCOP(=O)(OCOC1=C(C=C(C=C1OC)C=1NC(=C(N1)C1=CC=CC=C1)C=1SC=CC1)OC)OC(C)(C)C)(OC(C)C)=O ((tert-Butoxy((2,6-dimethoxy-4-(4-phenyl-5-(thiophen-2-yl)-1H-imidazol-2-yl)phenoxy)methoxy)phosphoryl)oxy)methyl isopropyl carbonate